NCC(C)(O)C1=CC=C2[C@](N(C(C2=C1)=O)CC1=NC=C(C=C1)Cl)(OC)C1=CC=C(C=C1)Cl (3R)-6-(1-amino-2-hydroxypropan-2-yl)-3-(4-chlorophenyl)-2-((5-chloropyridin-2-yl)methyl)-3-methoxyisoindolin-1-one